ClC=1C=CC=C2C=C(NC12)CO (7-chloro-1H-indol-2-yl)methanol